ethyl 1-((6-chloro-4-(2-chloro-5-methoxyphenyl)pyridin-3-yl)sulfonyl)-4-fluoropiperidine-4-carboxylate ClC1=CC(=C(C=N1)S(=O)(=O)N1CCC(CC1)(C(=O)OCC)F)C1=C(C=CC(=C1)OC)Cl